(12AR)-8,10-dichloro-9-(2-fluoro-6-hydroxyphenyl)-2-(prop-2-enoyl)-1,2,3,4,12,12a-hexahydro-6H-pyrazino[2,1-c][1,4]benzooxazepin-6-one ClC=1C(=C(C2=C(C(N3[C@@H](CO2)CN(CC3)C(C=C)=O)=O)C1)Cl)C1=C(C=CC=C1O)F